BrC1=CC2=C(N=CN=C2Cl)N1COCC[Si](C)(C)C 2-[(6-bromo-4-chloro-pyrrolo[2,3-d]pyrimidin-7-yl)methoxy]ethyl-trimethyl-silane